C(C)OC(=O)C1=NC=CC(=C1F)CBr (bromomethyl)-3-fluoropyridinecarboxylic acid ethyl ester